CC=1C=CC=2N(C3=CC=C(C=C3C2C1)C)C1=C(C(=C(C(=C1N1C2=CC=C(C=C2C=2C=C(C=CC12)C)C)C=1C(=NC(=CC1)C1=CC=CC=C1)C1=CC=CC=C1)N1C2=CC=C(C=C2C=2C=C(C=CC12)C)C)N1C2=CC=C(C=C2C=2C=C(C=CC12)C)C)C=1OC2=C(N1)C=CC=C2 2-(2,3,5,6-tetrakis(3,6-dimethyl-9H-carbazol-9-yl)-4-(2,6-diphenylpyridin-3-yl)phenyl)benzo[d]oxazole